methyl-t-butylbis(ethoxymethyl)silane C[Si](COCC)(COCC)C(C)(C)C